C(=O)O.C(C)OC1=NC(=NC=C1C(=O)NC=1N=CC=2N(C1)C=C(N2)C)NC2CCNCC2 4-ethoxy-N-(2-methylimidazo[1,2-a]pyrazin-6-yl)-2-(piperidin-4-ylamino)pyrimidine-5-carboxamide formate salt